C(C)(C)(C)OC(=O)NC([C@@H](C(=O)OC)NC(C1=CC=C(C=C1)C#CC1=CC=C(C=C1)C1=CC(=NN1C)CO)=O)(C)C Methyl (S)-3-(tert-Butoxycarbonylamino)-2-(4-((4-(3-(hydroxymethyl)-1-methyl-1H-pyrazol-5-yl) phenyl) ethynyl) benzoylamino)-3-methylbutyrate